CC1(CC2=C(N(C=N2)C2=CC(=C(C#N)C=C2)C)C(O1)=O)C 4-{6,6-dimethyl-4-oxo-3H,4H,6H,7H-pyrano[3,4-d]imidazol-3-yl}-2-methylbenzonitrile